2,3-diiodonaphthoquinone IC=1C(C2=CC=CC=C2C(C1I)=O)=O